hydroxy-3-bromo-5,8-dihydro-1,7-naphthyridine-7(6H)-carboxylic acid tert-butyl ester C(C)(C)(C)OC(=O)N1CCC=2C=C(C(=NC2C1)O)Br